[(E)-[amino-[3-[2-(1,3-benzothiazol-2-yl)-2-[[3-[[2-[tert-butoxy carbonyl(methyl)amino]acetyl]amino]phenyl]sulfonylamino]ethyl]phenyl]methylene]amino] acetate C(C)(=O)O/N=C(\C1=CC(=CC=C1)CC(NS(=O)(=O)C1=CC(=CC=C1)NC(CN(C)C(=O)OC(C)(C)C)=O)C=1SC2=C(N1)C=CC=C2)/N